(R)-3-(5-(2-Benzyl-4-(methylsulfonyl)piperazin-1-yl)-1H-pyrazolo[4,3-d]pyrimidin-1-yl)-6-chloro-2-fluoro-5-(trifluoromethyl)phenol C(C1=CC=CC=C1)[C@H]1N(CCN(C1)S(=O)(=O)C)C=1N=CC2=C(N1)C=NN2C=2C(=C(C(=C(C2)C(F)(F)F)Cl)O)F